3-methyl-4-isopropyl-phenol CC=1C=C(C=CC1C(C)C)O